ClC(Cl)(Cl)C1=C(C=CC=C1)C(Cl)(Cl)Cl di(trichloromethyl)benzene